4-Nitrobenzoic acid (1S,2S)-2-((S)-5H-imidazo[5,1-a]isoindol-5-yl)-7-(methylsulfonyl)-1,2,3,4-tetrahydronaphthalen-1-yl ester C=1N=CN2C1C1=CC=CC=C1[C@@H]2[C@H]2[C@@H](C1=CC(=CC=C1CC2)S(=O)(=O)C)OC(C2=CC=C(C=C2)[N+](=O)[O-])=O